P(=O)(O)(O)CC(=O)N[C@@H](CC(=O)O)C(=O)O N-phosphonoacetyl-L-aspartic acid